N1C(=CC=C1)C1=CC=C(CN2CCN(CC2)CC=2C=C3CN(C(C3=CC2)=O)C2C(NC(CC2)=O)=O)C=C1 3-(5-((4-(4-(1H-pyrrol-2-yl)benzyl)piperazin-1-yl)methyl)-1-oxoisoindolin-2-yl)piperidine-2,6-dione